C(C)OC(C1=C(C=CC=C1)C=1C=C2C(=NC1)NN=C2C(C2=C(C(=C(C=C2)F)NS(=O)(=O)C)F)=O)=O (3-(2,4-difluoro-3-(methylsulfonylamino)benzoyl)-1H-pyrazolo[3,4-b]pyridin-5-yl)benzoic acid ethyl ester